C(C)(C)(C)N(C(O)=O)C[C@@H]1OCC2=C(C=CC=C12)C1=NC=CC=C1.C1(=CC=C(C=C1)N(C1=CC=C(C=CC2=CC=C(C=C2)C2=CC=C(C=C2)C=CC2=CC=C(C=C2)N(C2=CC=C(C=C2)C)C2=CC=C(C=C2)C)C=C1)C1=CC=C(C=C1)C)C |o1:9| 4,4'-bis[4-(di-p-tolylamino)styryl]biphenyl rel-(R)-tert-Butyl-((4-(pyridin-2-yl)-1,3-dihydroisobenzofuran-1-yl)methyl)carbamate